O1C(=NC2=C1C=CC=C2)C=2N=C(N(C(C2OC)=O)C)C=2N(C1=C(N2)C=CC(=C1)C(=O)O)C1CCC1 2-[4-(1,3-benzoxazol-2-yl)-5-methoxy-1-methyl-6-oxopyrimidin-2-yl]-3-cyclobutyl-1,3-benzodiazole-5-carboxylic acid